pentamethyl-N-(2-aminoethyl)-1,3-propanediamine CC(C(C(NCCN)(C)C)(C)C)N